FC1=CC(=C(C=C1)O)CNC=1C=CC=2N(N1)C(=CN2)C2=NC=CC(=C2)CO 4-fluoro-2-(((3-(4-(hydroxymethyl)pyridin-2-yl)imidazo[1,2-b]pyridazin-6-yl)-amino)-methyl)phenol